bis(4-methylphenyl) peroxide CC1=CC=C(C=C1)OOC1=CC=C(C=C1)C